BrC=1N=C2N(N1)[C@@H](C[C@H]2O)C2=NC=CC=C2Cl |r| rac-(5S,7R)-2-bromo-5-(3-chloropyridin-2-yl)-6,7-dihydro-5H-pyrrolo[1,2-b][1,2,4]triazol-7-ol